(3-Cyclopropylimidazo[1,2-a]pyridin-2-yl)methylamine C1(CC1)C1=C(N=C2N1C=CC=C2)CN